CC1=CC(=C(C(N1)=O)CC1=C(C(=O)N)C=C(C=C1)[N+](=O)[O-])SC ((6-methyl-4-(methylthio)-2-oxo-1,2-dihydropyridin-3-yl)methyl)-5-nitrobenzamide